S1C2=C(C=C1)C=C(C=C2)N2CCN(CC2)C(C(C2=CC=CC=C2)N2C(CCC2=O)=O)=O 1-(2-(4-(benzo[b]thiophen-5-yl)piperazin-1-yl)-2-oxo-1-phenylethyl)pyrrolidine-2,5-dione